4-(tert-butoxycarbonylamino)bicyclo[2.2.2]octane C(C)(C)(C)OC(=O)NC12CCC(CC1)CC2